4-(5-bromo-3-nitro-4-((tetrahydro-2H-pyran-4-yl)amino)pyridin-2-yl)-3-fluorobenzonitrile BrC=1C(=C(C(=NC1)C1=C(C=C(C#N)C=C1)F)[N+](=O)[O-])NC1CCOCC1